FC1(CC1)C(=O)Cl 1-fluorocyclopropaneformyl chloride